1-[(2R,3R,4S,5R)-5-fluoro-3,4-dihydroxy-5-(iodomethyl)tetrahydrofuran-2-yl]pyrimidine-2,4-dione F[C@]1([C@H]([C@H]([C@@H](O1)N1C(NC(C=C1)=O)=O)O)O)CI